4-(benzyloxy)-5-(3,3-diethoxyprop-1-yn-1-yl)-7-{[2-(trimethylsilyl)ethoxy]methyl}-7H-pyrrolo[2,3-d]pyrimidine C(C1=CC=CC=C1)OC=1C2=C(N=CN1)N(C=C2C#CC(OCC)OCC)COCC[Si](C)(C)C